CC(/C=C\\C/C=C\\C/C=C\\C/C=C\\C/C=C\\C/C=C\\CCC(=O)[O-])O The molecule is an (omega-1)-hydroxy fatty acid anion that is the conjugate base of 21-HDoHE, obtained by deprotonation of the carboxy group; major species at pH 7.3. It is a hydroxydocosahexaenoate, an (omega-1)-hydroxy fatty acid anion and a long-chain fatty acid anion. It is a conjugate base of a 21-HDoHE.